chloro-N-(5-(4,4-difluoropiperidin-1-yl)-6-fluorothiazolo[5,4-b]pyridin-2-yl)-3'-fluoro-5'-methoxy-6-methyl-[4,4'-bipyridin]-3-carboxamide ClC1=NC(=CC(=C1C(=O)NC=1SC2=NC(=C(C=C2N1)F)N1CCC(CC1)(F)F)C1=C(C=NC=C1OC)F)C